((6-(4-fluorophenyl)naphthalen-2-yl)methyl)trimethylstannane FC1=CC=C(C=C1)C=1C=C2C=CC(=CC2=CC1)C[Sn](C)(C)C